methyl 3-(tert-butyl)-1,2-dihydroquinoline-4-carboxylate C(C)(C)(C)C=1CNC2=CC=CC=C2C1C(=O)OC